3-isocyanatopropoxyl-triethoxysilane N(=C=O)CCCO[Si](OCC)(OCC)OCC